3-(1,1-dioxotetrahydro-2H-thiopyran-4-yl)-5-methyl-6-(4-nitrophenyl)thieno[2,3-d]pyrimidine-2,4(1H,3H)-dione O=S1(CCC(CC1)N1C(NC2=C(C1=O)C(=C(S2)C2=CC=C(C=C2)[N+](=O)[O-])C)=O)=O